CS(=O)(=O)CC(C)(C)NC(=O)[C@@H]1CN(CC[C@H]1NC(=O)C1=NOC(=C1)C1=C(C=C(C=C1)F)F)C1CCCCC1 |o1:11,16| (3R*,4R*)-1-Cyclohexyl-4-{[5-(2,4-difluoro-phenyl)-isoxazole-3-carbonyl]-amino}-piperidine-3-carboxylic acid (2-methanesulfonyl-1,1-dimethyl-ethyl)-amide